3-(acrylamidomethyl)-N-(cyclopropylsulfonyl)-1-(4-(trifluoromethyl)phenyl)-1,2,3,4-tetrahydro-quinoline-5-carboxamide C(C=C)(=O)NCC1CN(C=2C=CC=C(C2C1)C(=O)NS(=O)(=O)C1CC1)C1=CC=C(C=C1)C(F)(F)F